F[C@H]1CC2=C(NC(N(C2=O)C2CCOCC2)=O)N[C@H]1C1=CC=2CCC2C=C1F (6S,7S)-6-fluoro-7-(4-fluorobicyclo[4.2.0]oct-1(6),2,4-trien-3-yl)-3-(tetrahydro-2H-pyran-4-yl)-5,6,7,8-tetrahydropyrido[2,3-d]pyrimidine-2,4(1H,3H)-dione